(R)-N-((S)-4,6-dihydrospiro[cyclopenta[d]thiazole-5,4'-piperidin]-4-yl)-2-methylpropane-2-sulfinamide N1CCC2(CC1)CC1=C(N=CS1)[C@H]2N[S@](=O)C(C)(C)C